N'-benzyl-N'-butylpropane-1,3-diamine C(C1=CC=CC=C1)N(CCCN)CCCC